(S)-tert-butyl 4-(4-chloro-3-(1H-1,2,4-triazol-5-yl) phenyl)-2,2-dimethyloxazolidine-3-carboxylate ClC1=C(C=C(C=C1)[C@@H]1N(C(OC1)(C)C)C(=O)OC(C)(C)C)C1=NC=NN1